ClC1=CC=C(C=C1)CN1C(N2C(C=3N=NC(=CC31)N3CCOCC3)=NC(C2C(C)(C)OC)=O)=O 5-[(4-Chlorophenyl)methyl]-8-(2-methoxypropan-2-yl)-3-(morpholin-4-yl)imidazo[1',2':1,6]pyrimido[5,4-c]pyridazine-6,9(5H,8H)-dione